C(C)(C)(C)OC(=O)N[C@]1([C@@H](C1)C=C)C(=O)O (1R,2S)-1-tert-butyloxycarbonylamino-2-vinylcyclopropanecarboxylic acid